N-((1S,2R)-2-((4-cyclopropyl-2-(methylcarbamoyl)-6-nitrophenyl)amino)cyclohexyl)-5-fluoro-2-oxo-1,2-dihydroquinoline-4-carboxamide C1(CC1)C1=CC(=C(C(=C1)[N+](=O)[O-])N[C@H]1[C@H](CCCC1)NC(=O)C1=CC(NC2=CC=CC(=C12)F)=O)C(NC)=O